2-((1-(2-(1-(4-Chlorophenyl)-2,5-dimethyl-1H-pyrrol-3-yl)-2-oxoethyl)piperidin-4-yl)oxy)-N-ethylacetamide ClC1=CC=C(C=C1)N1C(=C(C=C1C)C(CN1CCC(CC1)OCC(=O)NCC)=O)C